IC=1C=C(C(=CC1)C1=CC=CC=C1)C1=CC=CC=C1 4'-iodo-1,1':2',1''-terphenyl